Ethylenbis(oxyethylen)bis[3-(5-tert-butyl-4-hydroxy-m-tolyl)propionat] C(COCCC(C(=O)[O-])CC=1C=C(C=C(C1O)C(C)(C)C)C)OCCC(C(=O)[O-])CC=1C=C(C=C(C1O)C(C)(C)C)C